2-(5-chloro-6-fluoro-2-phenyl-2-(pyrrolidin-2-yl)-2,3-dihydrobenzofuran-4-yl)-3-fluoro-4-(2-hydroxyethoxy)benzohydrazide ClC=1C(=CC2=C(CC(O2)(C2NCCC2)C2=CC=CC=C2)C1C1=C(C(=O)NN)C=CC(=C1F)OCCO)F